2-[3,5-difluoro-4-(2-trimethylsilylethoxymethoxy)phenyl]-6-(hydroxymethyl)-6-methyl-7,8-dihydroquinolin-5-one FC=1C=C(C=C(C1OCOCC[Si](C)(C)C)F)C1=NC=2CCC(C(C2C=C1)=O)(C)CO